tert-butyl (3-bromoprop-2-yn-1-yl)carbamate BrC#CCNC(OC(C)(C)C)=O